6-((2-chloro-6-(difluoromethoxy)-1H-benzo[d]imidazol-1-yl)methyl)nicotinonitrile ClC1=NC2=C(N1CC1=NC=C(C#N)C=C1)C=C(C=C2)OC(F)F